BrC=1C=C(C)C=CC1F 3-bromo-4-fluorotoluene